NC=1C=C(C(=NC1C1=CC=CC=C1)C=1C=NC(=CC1)O)C 5-amino-3-methyl-6-phenyl-[2,3'-bipyridyl]-6'-ol